ClC1=CN=CC(=N1)C(C)=O 1-(6-Chloropyrazin-2-yl)ethan-1-one